ClC1=C(C=C(C=C1)[C@@H](COC1=C(C=C(C=C1)F)F)N)N1N=CN=C1C(F)F (S)-1-(4-chloro-3-(5-(difluoromethyl)-1H-1,2,4-triazol-1-yl)phenyl)-2-(2,4-difluorophenoxy)ethan-1-amine